N(N)C=1C=C(C(=CC1)C=CC=1C(=CC(=CC1)NN)S(=O)(=O)O)S(=O)(=O)O 4,4'-dihydrazinylstilbene-2,2'-disulfonic acid